1,1-dimethoxy-N,N-dimethylamine COC(NC)OC